FC1=CC=C(OC=2C(=CC(=NC2)C(=O)N2CCN(CC2)C=2C(=CC(=NC2)N)OC)OC)C=C1 5-{4-[5-(4-fluorophenoxy)-4-methoxypyridine-2-carbonyl]Piperazin-1-yl}-4-methoxypyridin-2-amine